Cl.N[C@@H]1CN(C[C@H](C1)C)C(=O)C1=CC2=C(N(C(=N2)C=2N(C3=CC=CC=C3C2)CC)C)C=C1 trans-(3-Amino-5-methylpiperidin-1-yl)(2-(1-ethyl-1H-indol-2-yl)-1-methyl-1H-benzo[d]imidazol-5-yl)methanone hydrochloride salt